C1(CC1)C1=NN(C=C1)C1=NC(=CC(=N1)NC1CCC(CC1)(F)F)CCOCC 2-(3-cyclopropyl-1H-pyrazol-1-yl)-N-(4,4-difluorocyclohexyl)-6-(2-ethoxyethyl)pyrimidin-4-amine